C(#N)[C@H](C[C@@H]1C(NCCC1)=O)NC(=O)[C@@H]1N(C[C@@H]2[C@H]1CC(C2)(F)F)C(=O)C2(C1=CC=CC=C1C=1C=CC=CC21)O (1R,3aS,6aR)-N-((S)-1-cyano-2-((R)-2-oxopiperidin-3-yl)ethyl)-5,5-difluoro-2-(9-hydroxy-9H-fluorene-9-carbonyl)octahydrocyclopenta[c]pyrrole-1-carboxamide